ClC1=C(C=CC=C1Cl)N1C[C@H](N(CC1)CC[C@@H]1CC[C@H](CC1)NC(OC(C)(C)C)=O)C tert-butyl (trans-4-(2-((R)-4-(2,3-dichlorophenyl)-2-methylpiperazin-1-yl)ethyl)cyclohexyl)carbamate